C(CCC)N1C=CC=2C1=CN=C(C2)C2=C(C(=O)O)C=CN=C2 (1-butyl-1H-pyrrolo[2,3-c]pyridin-5-yl)isonicotinic acid